NC1=NN2C(N=C(C=C2)C=2C=C3CN(C(C3=C(C2)Cl)=O)[C@@H](C)C2CC2)=C1C(=O)N[C@@H](CO)C 2-amino-5-{7-chloro-2-[(1S)-1-cyclopropylethyl]-1-oxo-2,3-dihydro-1H-isoindol-5-yl}-N-[(2R)-1-hydroxypropan-2-yl]pyrazolo[1,5-a]pyrimidine-3-carboxamide